ethyl 2-(3-((3-(ethoxycarbonyl) cyclobutyl) methyl) ureido)-4-methylthiophene-3-carboxylate C(C)OC(=O)C1CC(C1)CNC(NC=1SC=C(C1C(=O)OCC)C)=O